tert-butyl 3-(7-(8-ethyl-3-(methoxymethoxy) naphthalen-1-yl)-8-fluoro-2-((1-(hydroxymethyl) cyclopropyl) methoxy) quinazolin-4-yl)-3,8-diazabicyclo[3.2.1]octane-8-carboxylate C(C)C=1C=CC=C2C=C(C=C(C12)C1=CC=C2C(=NC(=NC2=C1F)OCC1(CC1)CO)N1CC2CCC(C1)N2C(=O)OC(C)(C)C)OCOC